CC1CC(C1N1CCOCC1)C(=O)O 3-methyl-4-morpholinyl-cyclobutanecarboxylic acid